N1N=C(N=C1)C#N 1H-1,2,4-triazole-3-carbonitrile